O=C1NC(CCC1N1C(C2=CC=CC(=C2C1=O)N1CCN(CC1)C(/C=C/C(=O)O)=O)=O)=O (E)-4-(4-(2-(2,6-dioxopiperidin-3-yl)-1,3-dioxoisoindolin-4-yl)piperazin-1-yl)-4-oxobut-2-enoic acid